ClC(C(=O)Cl)CCl 2,3-dichloropropionyl chloride